C1OCC12CC(C2)OC2=C(C=C(C=C2)F)C2CCN(CC2)[C@@H]2COC1(CNC1)C2 (S)-7-(4-(2-((2-oxaspiro[3.3]heptan-6-yl)oxy)-5-fluorophenyl)piperidin-1-yl)-5-oxa-2-azaspiro[3.4]octane